(2-azabicyclo[2.2.1]heptan-6-yl)-3-isopropylimidazolin-2-one C12NCC(CC1N1C(N(CC1)C(C)C)=O)C2